1-(6-hydroxymethyl-3,4-dihydro-2H-quinolin-1-yl)-isoquinoline-3-carboxylic acid OCC=1C=C2CCCN(C2=CC1)C1=NC(=CC2=CC=CC=C12)C(=O)O